COC(=O)C1(CCC2(C(=CC3=CC=CC=C23)CC(C(C)O)C)CC1)NC1=CC(=CC=C1)Cl (1r,4r)-4-(3-Chloroanilino)-2'-(3-hydroxy-2-methylbutyl)spiro[cyclohexane-1,1'-indene]-4-carboxylic acid methyl ester